C(C)(=O)NC1=CC=C2C3=C(C(OC2=C1)=O)C1=C(O3)C=C(C=C1)CC(=O)O 2-(3-acetamido-6-oxo-6H-benzofuro[3,2-c]chromen-9-yl)acetic Acid